2-phenyl-phenethyl alcohol C1(=CC=CC=C1)C1=C(CCO)C=CC=C1